C(C)(C)(C)OC(N(C=1SC2=C(N1)C=CC=C2F)C2=C(C=C1C(=NC(=NC1=C2F)OCC21CCCN1CCC2)N2CC1(C(NC(N1)=O)=O)CCC2)F)=O (4-(2,4-dioxo-1,3,7-triazaspiro[4.5]dec-7-yl)-6,8-difluoro-2-((hexahydro-1H-pyrrolizin-7a-yl)methoxy)quinazolin-7-yl)-7-fluorobenzo[d]thiazol-2-ylcarbamic acid tert-butyl ester